C[C@@H]1CN(C[C@@H](O1)C)C=1C=CC=2N(C1)N=C(N2)C2=CN=C(C1=CN=C(C=C21)N)NC 4-(6-((2r,6s)-2,6-dimethylmorpholinyl)-[1,2,4]triazolo[1,5-a]pyridin-2-yl)-N1-methyl-2,7-naphthyridine-1,6-diamine